ClC=1C=C(C=CC1)NC(=O)C1=NC=C(C=C1)O N-(3-chlorophenyl)-5-hydroxypyridine-carboxamide